6-(4-amino-5-fluoro-2-methylphenyl)-5-(3-fluoro-4-((4-methylpyrimidin-2-yl)oxy)phenyl)-7-methyl-5H-pyrrolo[3,2-d]pyrimidin-4-amine NC1=CC(=C(C=C1F)C1=C(C=2N=CN=C(C2N1C1=CC(=C(C=C1)OC1=NC=CC(=N1)C)F)N)C)C